(R)-3-(7-methyl-1H-indazol-5-yl)-2-(4-(2-oxo-1,2,5,7-tetrahydrothieno[3,4-b]pyridin-3-yl)piperidine-1-carboxamido)propanoic acid CC=1C=C(C=C2C=NNC12)C[C@H](C(=O)O)NC(=O)N1CCC(CC1)C1=CC2=C(NC1=O)CSC2